COC1(NC=CC=C1[2H])B(O)O 2-methoxypyridine-d-boronic acid